N=1C=NN2C1C=C(C=C2)OC2=C(C=C(C=C2)NC2=NC=NC1=CC=C(C=C21)N)C N-(4-([1,2,4]triazolo[1,5-a]pyridin-7-yloxy)-3-methylphenyl)-quinazoline-4,6-diamine